O.Cl.Cl.C1(=CC=CC=C1)S(=O)(=O)N benzenesulfonamide di-HCl monohydrate